(3Z)-17,17-diheptyloxy-3-heptadecen-1-ol C(CCCCCC)OC(CCCCCCCCCCCC\C=C/CCO)OCCCCCCC